tert-butyl (6-chloro-1-((3aR,4R,6R,6aR)-6-(hydroxymethyl)-2,2-dimethyltetrahydrofuro[3,4-d][1,3]dioxol-4-yl)-1H-pyrazolo[3,4-d]pyrimidin-4-yl)(cyclopentyl)carbamate ClC1=NC(=C2C(=N1)N(N=C2)[C@@H]2O[C@@H]([C@H]1OC(O[C@H]12)(C)C)CO)N(C(OC(C)(C)C)=O)C1CCCC1